2-(1-(4-chlorobenzoyl)-5-methoxy-2-methyl-1H-indol-3-yl)acetic acid ClC1=CC=C(C(=O)N2C(=C(C3=CC(=CC=C23)OC)CC(=O)O)C)C=C1